NC1CCC(CC1)OCC(=O)N (((1r,4r)-4-aminocyclohexyl)oxy)acetamide